(1S)-N-(7-chloro-6-(1-((3S,4S)-4-methoxy-3-methyltetrahydrofuran-3-yl)piperidin-4-yl)isoquinolin-3-yl)-6-oxaspiro[2.5]octane-1-carboxamide ClC1=C(C=C2C=C(N=CC2=C1)NC(=O)[C@H]1CC12CCOCC2)C2CCN(CC2)[C@]2(COC[C@H]2OC)C